vinylphenyl-methanephosphonic acid C(=C)C(P(O)(=O)O)C1=CC=CC=C1